Deoxyerythritol C(C[C@H](O)CO)O